1-(4-methoxy-phenyl)pseudouridine COC1=CC=C(C=C1)N1C=C([C@H]2[C@H](O)[C@H](O)[C@@H](CO)O2)C(NC1=O)=O